1-(4-(4-(trifluoromethyl)cyclohexyl)phenyl)-1H-pyrazole FC(C1CCC(CC1)C1=CC=C(C=C1)N1N=CC=C1)(F)F